(S)-(1-((3-((3-carbamoyl-6-chloro-5-ethylpyrazin-2-yl)amino)-5-methoxyphenylethyl)amino)-1-oxopropan-2-yl)(methyl)carbamic acid tert-butyl ester C(C)(C)(C)OC(N(C)[C@H](C(=O)NCCC1=CC(=CC(=C1)OC)NC1=NC(=C(N=C1C(N)=O)CC)Cl)C)=O